C(C)(C)C1N2C(C3=CC(=C(C=C3C1)C=1C=NN(C1)CCOC)OC)=CC(C(=C2)C(=O)OCC)=O ethyl 6-isopropyl-10-methoxy-9-[1-(2-methoxyethyl)-1H-pyrazol-4-yl]-2-oxo-6,7-dihydro-2H-pyrido[2,1-a]isoquinoline-3-carboxylate